FC(OC1=CC=C(C=C1)NC(NC1C[C@H]2CC[C@@H](C1)N2C(=O)OC(C)(C)C)=O)(F)F Tert-butyl (1R,3s,5S)-3-(3-(4-(trifluoromethoxy)phenyl)ureido)-8-azabicyclo[3.2.1]octane-8-carboxylate